tert-butyl 3-(4-chlorothiazol-2-yl)-2-(diphenylmethyleneamino)propanoate ClC=1N=C(SC1)CC(C(=O)OC(C)(C)C)N=C(C1=CC=CC=C1)C1=CC=CC=C1